trans-2-(allylthio)cyclobutanecarbaldehyde C(C=C)S[C@H]1[C@@H](CC1)C=O